N-3-aminopropyl-3-(pyrrolidin-1-yl)propanamide NCCCNC(CCN1CCCC1)=O